C(\C=C\C(=O)O)(=O)O.S1C=CC=2[C@@H](OCC3(C21)CC3)CNC (R)-1-(4'H,6'H-spiro[cyclopropane-1,7'-thieno[3,2-c]pyran]-4'-yl)-N-methyl-methylamine fumarate